C(#N)C=1C=C(C=CC1)C1=NN(C(=C1)NC(=O)N[C@@H]1CN(C[C@H]1C1=CC(=C(C=C1)F)F)CCOC)C 1-(3-(3-cyanophenyl)-1-methyl-1H-pyrazol-5-yl)-3-((3S,4R)-4-(3,4-difluorophenyl)-1-(2-methoxyethyl)pyrrolidin-3-yl)urea